N-[2-(2,4-dimethylphenyl)-2,2-difluoroethyl]-2-methylpyrimidine-4-carboxamide CC1=C(C=CC(=C1)C)C(CNC(=O)C1=NC(=NC=C1)C)(F)F